ClC1=CC=C(C=C1)NNC(=O)C1C(CC=C1)NC(=O)C=1C(=NN(C1)C)C(F)F N-(2-(2-(4-chlorophenyl)hydrazine-1-carbonyl)cyclopent-3-en-1-yl)-3-(difluoromethyl)-1-methyl-1H-pyrazole-4-carboxamide